N1N=CC2=CC=C(C=C12)C=1N=C(C=2N(C1)N=CN2)NC2=CC(=C(C=C2)N2CCOCC2)OC(F)(F)F 6-(1H-indazol-6-yl)-N-(4-morpholino-3-(trifluoromethoxy)phenyl)-[1,2,4]triazolo[1,5-a]pyrazin-8-amine